(R or S)-2-[4-(2,2-difluoro-1-hydroxyethyl)phenyl]-4-[4-fluoro-2-(2,2,2-trifluoroethoxy)phenyl]-2,3-dihydro-1H-pyrrolo[3,4-c]pyridin-1-one FC([C@H](O)C1=CC=C(C=C1)N1CC=2C(=NC=CC2C1=O)C1=C(C=C(C=C1)F)OCC(F)(F)F)F |o1:2|